(R)-5-(2-hydroxy-3-phenylpropionamido)-1H-indole-1,2-dicarboxylic acid di-tert-butyl ester C(C)(C)(C)OC(=O)N1C(=CC2=CC(=CC=C12)NC([C@@H](CC1=CC=CC=C1)O)=O)C(=O)OC(C)(C)C